FC1(CCN(CC1)C(=O)C=1C=C2N=C(C=NC2=CC1)C=1C=C2C(=NC1)N(N=N2)C)F (4,4-difluoro-1-piperidinyl)(3-(3-methyl-3H-[1,2,3]triazolo[4,5-b]pyridin-6-yl)-6-quinoxalinyl)methanone